OC1=C(C=NN1C1=NC=C(C=C1)S(=O)(=N)C)C1=CC=C(C#N)C=C1 4-(5-hydroxy-1-(5-(S-methylsulfonimidoyl)pyridin-2-yl)-1H-pyrazol-4-yl)benzonitrile